OC1=C2C(C=3C(=CC(=CC3C(C2=CC=C1)=O)C(=O)N=[N+]=[N-])OCCCC=C)=O 5-hydroxy-9,10-dioxo-4-(pent-4-en-1-yloxy)-9,10-dihydroanthracene-2-carbonyl azide